FC=1C=NC2=CC=C(C=C2C1)S(=O)(=O)N1CCC2(CCC(C2)N2CC3(COC3)C2)CC1 6-(8-((3-fluoroquinolin-6-yl)sulfonyl)-8-azaspiro[4.5]dec-2-yl)-2-oxa-6-azaspiro[3.3]heptane